FC(C1C=C(CCC1)C=CC(C)=O)(F)F 4-[3-(trifluoromethyl)cyclohexen-1-yl]but-3-en-2-one